[N+](=O)([O-])C1=CC=C(N)C=C1 p-Nitroanilin